C(C1=CC=CC=C1)OC(=O)N1CCN(CC1)C=1C2=C(N=C(N1)OC[C@H]1N(CCC1)C)C(=CN2C)CC2=CC(=CC1=CC=CC=C21)OC(C(C)(C)C)=O (S)-4-(5-methyl-2-((1-methylpyrrolidin-2-yl)methoxy)-7-((3-(pivaloyloxy)naphthalene-1-yl)methyl)-5H-pyrrolo[3,2-d]Pyrimidin-4-yl)piperazine-1-carboxylic acid benzyl ester